4-ethoxy-3-methoxy-phenethylamine C(C)OC1=C(C=C(CCN)C=C1)OC